3-(2,4-Dimethylthiophen-3-yl)-1-[(1-methyl-1H-pyrazol-4-yl)(oxan-4-yl)-sulfamoyl]urea CC=1SC=C(C1NC(NS(N(C1CCOCC1)C=1C=NN(C1)C)(=O)=O)=O)C